3-Methyl-2-(2-(4-(trifluoromethoxy)phenyl)propyl)pyridine methyl-1-(3-(dimethyl-carbamoyl)bicyclo[1.1.1]pentan-1-yl)-4-hydroxy-6-oxo-1,6-dihydropyridine-3-carboxylate COC(=O)C1=CN(C(C=C1O)=O)C12CC(C1)(C2)C(N(C)C)=O.CC=2C(=NC=CC2)CC(C)C2=CC=C(C=C2)OC(F)(F)F